2-(4-chlorophenoxy)-N-((1r,4r)-4-(5-(6-bromoquinolin-2-yl)-4H-1,2,4-triazol-3-yl)cyclohexyl)acetamide ClC1=CC=C(OCC(=O)NC2CCC(CC2)C2=NN=C(N2)C2=NC3=CC=C(C=C3C=C2)Br)C=C1